FC1([C@H](CN(CC1)[C@H](C(=O)NC=1N=CN(C1)CC1=CC(=CC=C1)F)C)C1=CC=[N+](C=C1)[O-])F 4-((S)-4,4-difluoro-1-((S)-1-((1-(3-fluorobenzyl)-1H-imidazol-4-yl)amino)-1-oxopropan-2-yl)piperidin-3-yl)pyridine 1-oxide